2-(1H-benzimidazol-5-yl)-3-hydroxy-5,7-dimethoxy-4H-benzopyran-4-one N1C=NC2=C1C=CC(=C2)C=2OC1=C(C(C2O)=O)C(=CC(=C1)OC)OC